C1(=CC=CC=C1)P(C1=CC=CC=C1)(C1=CC=CC=C1)P(P(C1=CC=CC=C1)(C1=CC=CC=C1)C1=CC=CC=C1)(P(C1=CC=CC=C1)(C1=CC=CC=C1)C1=CC=CC=C1)P(C1=CC=CC=C1)(C1=CC=CC=C1)C1=CC=CC=C1 tetrakis(triphenylphosphino)Phosphine